C(C)OC(CC(C(F)(F)F)NC1=CC(=NC=C1Br)Cl)=O 3-((5-bromo-2-chloropyridin-4-yl)amino)-4,4,4-trifluorobutyric acid ethyl ester